(3-bromopropyl)-triphenylphosphine BrCCCC1=C(C=CC=C1)P(C1=CC=CC=C1)C1=CC=CC=C1